2,6-bis(pyrimidin-5-yl)pyridin-4-amine N1=CN=CC(=C1)C1=NC(=CC(=C1)N)C=1C=NC=NC1